2-amino-2-(4-bromo-3-(trifluoromethoxy)phenyl)acetonitrile NC(C#N)C1=CC(=C(C=C1)Br)OC(F)(F)F